BrC=1C=C(C=C2C=C(C(NC12)=O)F)OCOC 8-Bromo-3-fluoro-6-(methoxymethoxy)quinolone